4-((3S,6S,10aS)-6-amino-5-oxodecahydropyrrolo[1,2-a]azocine-3-carbonyl)-6-(5-methoxypyridin-3-yl)-4,6-diazaspiro[2.4]heptane-5,7-dione N[C@H]1CCCC[C@@H]2N(C1=O)[C@@H](CC2)C(=O)N2C1(CC1)C(N(C2=O)C=2C=NC=C(C2)OC)=O